FC=1C=C(C=C(C1N1C(C2(N3C1=NC=C3CO)CC2)=O)F)NC(=O)C2=NC=CC=C2 N-[3,5-difluoro-4-[3'-(hydroxymethyl)-6'-oxo-spiro[cyclopropane-1,5'-imidazo[1,2-a]imidazol]-7'-yl]phenyl]pyridine-2-carboxamide